5-ethyl-6-fluoro-4-[8-fluoro-2-{[(2R,7aS)-2-fluorotetrahydro-1H-pyrrolizin-7a(5H)-yl]methoxy}-4-(2-hydroxy-2-methylpropyl)pyrido[4,3-d]pyrimidin-7-yl]naphthalen-2-ol C(C)C1=C2C(=CC(=CC2=CC=C1F)O)C1=C(C=2N=C(N=C(C2C=N1)CC(C)(C)O)OC[C@]12CCCN2C[C@@H](C1)F)F